NC1=NC2=CC=C(C=C2C=C1C)C(=O)N([C@H](C)C1=NC=CC=N1)CC1=CC=C(C=N1)C=1CCN(CC1)C(=O)OC methyl 6-((((2-amino-3-methyl-6-quinolinyl)carbonyl)((1R)-1-(2-pyrimidinyl)ethyl)amino)methyl)-3',6'-dihydro[3,4'-bipyridine]-1'(2'H)-carboxylate